NC=1C(=NC2=C(C(=C(C=C2C1NC1C2CN(C1C2)C(=O)OC(C)(C)C)I)Br)F)N2CC(C2)N(C)C tert-butyl (endo)-5-((3-amino-7-bromo-2-(3-(dimethylamino)azetidin-1-yl)-8-fluoro-6-iodoquinolin-4-yl) amino)-2-azabicyclo[2.1.1]hexane-2-carboxylate